COC(C1=C(C=C(C(=C1)Br)F)C(C)=O)=O 2-acetyl-5-bromo-4-fluorobenzoic acid methyl ester